C12C3OBOC3CC(C1)C2 3,5-dioxa-4-bora-tricyclo[6.1.1.02,6]decane